C(C)(C)(C)OOC(C(C)C)=O tertiary butylperoxyisobutyrate